5-Chloro-2-[2-[[(3R)-1-ethyl-3-piperidyl]amino]oxazolo[4,5-b]pyridin-5-yl]-4-fluoro-3-methyl-phenol ClC=1C(=C(C(=C(C1)O)C1=CC=C2C(=N1)N=C(O2)N[C@H]2CN(CCC2)CC)C)F